bromolead Br[Pb]